N1[C@@H](CC1)COC=1C=CC(=C(C(=O)NC2(CC2)C2=C3C=CC=NC3=CC(=C2)C=2C=NC=C(C2)N2CCOCC2)C1)C (S)-5-(Azetidin-2-ylmethoxy)-2-methyl-N-(1-(7-(5-morpholinopyridin-3-yl)quinolin-5-yl)cyclopropyl)benzamide